C(C1=CC=CC=C1)C1CCN(CC1)CCCNS(=O)(=O)C1=CC=C(C=C1)OCCCC N-(3-(4-benzylpiperidin-1-yl)propyl)-4-butoxybenzenesulfonamide